2-(2-fluoro-4-(1-((2-(trimethylsilyl)ethoxy)methyl)-1H-1,2,4-triazol-3-yl)phenyl)-N-(3-(4-fluoropiperidin-1-yl)propyl)benzo[d]imidazo[2,1-b]thiazole-7-carboxamide FC1=C(C=CC(=C1)C1=NN(C=N1)COCC[Si](C)(C)C)C=1N=C2SC3=C(N2C1)C=CC(=C3)C(=O)NCCCN3CCC(CC3)F